4-((4-Amino-2-methylbutan-2-yl)amino)-2-(2,6-dioxopiperidin-3-yl)isoindoline-1,3-dione NCCC(C)(C)NC1=C2C(N(C(C2=CC=C1)=O)C1C(NC(CC1)=O)=O)=O